(R)-6-cyclopropyl-2-methyl-4-((1-(5,6,7,8-tetrahydronaphthalen-2-yl)ethyl)amino)-2,6-dihydropyrido[3,4-d]pyridazine-1,7-dione C1(CC1)N1C=C2C(=NN(C(C2=CC1=O)=O)C)N[C@H](C)C1=CC=2CCCCC2C=C1